COC=1C=C(C=CC1)C(=C)C=1OC=CC1 2-(1-(3-methoxyphenyl)vinyl)furan